C(#N)[BH3-].[Na+].CN1CC(C(CC1)C=1SC2=C(N1)C=C(C=C2)[C@@H]2NC[C@H](CC2)C)C 2-(1,3-dimethylpiperidin-4-yl)-5-((2R,5S)-5-methylpiperidin-2-yl)benzo[d]thiazole Sodium cyanoborohydride